tert-butyl (R)-(1-(3-bromo-2,5-difluorophenyl)ethyl)carbamate BrC=1C(=C(C=C(C1)F)[C@@H](C)NC(OC(C)(C)C)=O)F